(S)-2-bromo-N-(cyclopropyl-(phenyl)methyl)acetamide BrCC(=O)N[C@H](C1=CC=CC=C1)C1CC1